Ethyl (S)-2-((4-(2-(4-chloro-2-fluorophenyl)-2-methylbenzo[d][1,3]dioxol-4-yl)piperidin-1-yl)methyl)-4-methyl-1H-imidazole-5-carboxylate ClC1=CC(=C(C=C1)[C@@]1(OC2=C(O1)C=CC=C2C2CCN(CC2)CC=2NC(=C(N2)C)C(=O)OCC)C)F